P(O)(=O)(OP(=O)(O)O)OC1C2(CCC(C1)C2(C)C)C borneol diphosphate